1-(2-methoxyethyl)-3-methylimidazoline COCCN1CN(CC1)C